[N-](S(=O)(=O)C(F)(F)F)S(=O)(=O)C(F)(F)F.C(CCCCCCC)C(N)(CCCCCCCC)CCCCCCCC trioctyl-methylamine bistrifluoromethanesulfonimide salt